2-methoxy-5-(2,3,5,6-tetrafluoro-4-trifluoromethylbenzylamino)benzoic acid COC1=C(C(=O)O)C=C(C=C1)NCC1=C(C(=C(C(=C1F)F)C(F)(F)F)F)F